2-[1-[4-[2-(cyclopentyloxy)-3-pyridyl]-2-fluoro-phenyl]-4-piperidyl]acetic acid C1(CCCC1)OC1=NC=CC=C1C1=CC(=C(C=C1)N1CCC(CC1)CC(=O)O)F